BrC=1C(=NC(=NC1)NC1=CC(=C(C(=C1)OC)OC)OC)NC=1C=C(C(=O)NC)C=CC1 3-((5-bromo-2-((3,4,5-trimethoxyphenyl)amino)pyrimidin-4-yl)amino)-N-methylbenzamide